[Na].C(CCC)OC(=O)NS(=O)(=O)C=1SC(=CC1C1=CC=C(C=C1)CN1C=NC=C1)CC(C)C N-butyloxycarbonyl-3-(4-imidazol-1-ylmethylphenyl)-5-iso-butylthiophene-2-sulfonamide sodium salt